1-(3-((tert-Butyldimethylsilyl)oxy)-2-oxopropyl)-4-(2,3-dichloro-6-((2-(trimethylsilyl)ethoxy)methoxy)phenyl)pyrrolidin-2-one [Si](C)(C)(C(C)(C)C)OCC(CN1C(CC(C1)C1=C(C(=CC=C1OCOCC[Si](C)(C)C)Cl)Cl)=O)=O